1-(2,2-difluoro-1-(4-fluorophenyl)propyl)-3-fluoro-4-iodo-1H-pyrazole FC(C(C1=CC=C(C=C1)F)N1N=C(C(=C1)I)F)(C)F